FC1=C(C=C(C=C1)C1=NC=CC=C1C1=CC=2N(C=C1)C(=NC2)C(=O)N)C 7-(2-(4-fluoro-3-methylphenyl)pyridin-3-yl)imidazo[1,5-a]pyridin-3-carboxamid